(S)-2-fluoro-N-(pyrimidin-4-yl)-4-(3'-(3-(trifluoromethyl)phenethyl)-[1,3'-bipiperidin]-1'-yl)benzenesulfonamide FC1=C(C=CC(=C1)N1C[C@](CCC1)(N1CCCCC1)CCC1=CC(=CC=C1)C(F)(F)F)S(=O)(=O)NC1=NC=NC=C1